BrC/C=C/C(=O)NC1=C(C=C(C=C1F)C(=O)C1=CC=C2C(=CC=CN12)C1=C(C=C2C=CC=NC2=C1)C(F)(F)F)F (E)-4-bromo-N-(2,6-difluoro-4-(8-(6-(trifluoromethyl)quinolin-7-yl)indolizine-3-carbonyl)phenyl)but-2-enamide